[Ti+2].FC(=C1C2=C(C=3CC(=CC3C3=C1C=CC=C3)C[Si](=O)N(C(C)(C)C)C)C=CC=C2)F (8-difluoromethylene-1,8-dihydrodibenzo[e,h]azulen-2-yl)-N-(1,1-dimethylethyl)dimethylsilanamide titanium (II)